(R)-2-amino-N-((R)-1-(methylamino)-1-oxo-3-(tritylthio)propan-2-yl)-3-(tritylthio)propanamide D-Aspartate N[C@H](CC(=O)O)C(=O)O.N[C@H](C(=O)N[C@H](C(=O)NC)CSC(C1=CC=CC=C1)(C1=CC=CC=C1)C1=CC=CC=C1)CSC(C1=CC=CC=C1)(C1=CC=CC=C1)C1=CC=CC=C1